ClC1=CC=C(C(=N1)C(=O)O)NC(C)C=1C=C(C=C2C(N(C(=NC12)N1CCN(CC1)C(=O)C1CCC1)C)=O)C 6-Chloro-3-((1-(2-(4-(cyclobutanecarbonyl)piperazin-1-yl)-3,6-dimethyl-4-oxo-3,4-dihydroquinazolin-8-yl)ethyl)amino)picolinic acid